N-hydroxynonanimidamide ONC(CCCCCCCC)=N